NCCC[Si](OC(C)C)(OC(C)C)OC(C)C gamma-aminopropyltriisopropoxysilane